C12(CC=CC3=CC(=CC=C13)C2)O 1,6-Methanonaphthalen-1(2H)-ol